OCCN1CCN(CC1)CCCC(=O)OCC1=CC(=CC(=C1)OCCCCCCCCCCCCCCC)OCCCCCCCCCCCCCCCC 3-(Hexadecyloxy)-5-(pentadecyloxy)benzyl 4-(4-(2-hydroxyethyl)piperazin-1-yl)butanoate